NC(CCN(NC([C@H](CC1CC1)NC(OCC1=CC=CC=C1)=O)=O)C(CCl)=O)=O benzyl N-[(1S)-2-[2-(3-amino-3-oxo-propyl)-2-(2-chloroacetyl)hydrazino]-1-(cyclopropylmethyl)-2-oxo-ethyl]carbamate